OC1=C(NC2=CC=CC=C12)C(C)=O 3-hydroxy-acetyl-indole